C(C=C)(=O)OCCC1COC1 3-(acryloyloxyethyl)oxetane